5-{(3S)-3-[(2,3-dimethylbutyl)amino]-5-fluoro-7-hydroxy-3,4-dihydro-2H-1-benzothiopyran-6-yl}-1λ6,2,5-thiadiazolidine-1,3-dione CC(CN[C@@H]1CSC2=C(C1)C(=C(C(=C2)O)N2CC(N[SH2]2=O)=O)F)C(C)C